(3S,6S,14S)-6-acetamido-3-isopropyl-2,5,8-trioxo-1,4,9-triazacyclotetradecane-14-carboxylic acid C(C)(=O)N[C@@H]1C(N[C@H](C(N[C@@H](CCCCNC(C1)=O)C(=O)O)=O)C(C)C)=O